FC=1C=NN(C1)CC1=CC=C(C=C1)OC 4-fluoro-1-(4-methoxybenzyl)-1H-pyrazole